N-((6-(benzyl(methyl)amino)-1H-indol-2-yl)methyl)-1-methylcyclopropane-1-carboxamide C(C1=CC=CC=C1)N(C1=CC=C2C=C(NC2=C1)CNC(=O)C1(CC1)C)C